(S)-3-(5-(4-((1-(4-(3-hydroxy-8-(4-(trifluoromethyl)phenyl)-6,7-dihydro-5H-benzo[7]annulen-9-yl)phenyl)piperidin-4-yl)methyl)piperazin-1-yl)-1-oxoisoindolin-2-yl)piperidine-2,6-dione OC1=CC2=C(C(=C(CCC2)C2=CC=C(C=C2)C(F)(F)F)C2=CC=C(C=C2)N2CCC(CC2)CN2CCN(CC2)C=2C=C3CN(C(C3=CC2)=O)[C@@H]2C(NC(CC2)=O)=O)C=C1